N,N-dimethyl-1H-imidazo[4,5-b]pyridin-5-amine CN(C1=CC=C2C(=N1)N=CN2)C